C(CCCCCCCCCCCCCCCCCCC)(=O)NCCCN(CC)CC Arachidamidopropyl-diethylamine